Benzo[c][1,2,5]thiadiazole-5-carboxylic acid N=1SN=C2C1C=CC(=C2)C(=O)O